N-[2-(morpholin-4-yl)-2-(thiophen-2-yl)ethyl]-3-phenyladamantane-1-carboxamide N1(CCOCC1)C(CNC(=O)C12CC3(CC(CC(C1)C3)C2)C2=CC=CC=C2)C=2SC=CC2